ClC1=C(C=CC=C1)[C@@H](C)OC(=O)NC=1N(N=CC1)C1=CC=C(C=C1)Br 3-[(R)-1-(o-chlorophenyl)ethoxycarbonylamino]-2-(p-bromophenyl)-2H-pyrazole